CN1CCN(CC1)CCOC1=C(C=C(C=C1)C)CC1=CC(=CC=C1)C 1-methyl-4-(2-(4-methyl-2-(3-methylbenzyl)phenoxy)ethyl)piperazine